C(C)(C)(C)OC(=O)N1C(CC[C@@H]1CO[Si](C)(C)C(C)(C)C)(C)CC1CCC(CC1)OC (5R)-5-(((tert-butyldimethylsilyl)oxy)methyl)-2-(((1R,4R)-4-methoxycyclohexyl)methyl)-2-methylpyrrolidine-1-carboxylic acid tert-butyl ester